BrC=1C=C(C=CC1)C(C(=O)OC)(CCC(CCO[Si](C)(C)C(C)(C)C)(C)C)C methyl 2-(3-bromophenyl)-7-((tert-butyldimethylsilyl) oxy)-2,5,5-trimethyl-heptanoate